FC1=C(C=C(C(=O)N2[C@@H]3[C@H](CC2)CN(C3)C#N)C=C1)C=1C=NN(C1)C (3aR,6aR)-1-(4-fluoro-3-(1-methyl-1H-pyrazol-4-yl)benzoyl)hexahydropyrrolo[3,4-b]pyrrole-5(1H)-carbonitrile